3-(1-methyl-6-(4-(methylamino)-2-oxopiperidin-1-yl)-1H-indazol-3-yl)piperidine-2,6-dione CN1N=C(C2=CC=C(C=C12)N1C(CC(CC1)NC)=O)C1C(NC(CC1)=O)=O